CC1=NC(=NC(=C1)C)SCC(=O)O (4,6-dimethyl-pyrimidin-2-ylsulfanyl)acetic acid